1-(tert-butyl)-N-(2-(difluoromethyl)-4-(6-(1-methyl-1H-pyrazol-4-yl)pyrrolo[2,1-f][1,2,4]triazin-4-yl)benzyl)-1H-1,2,3-triazole-4-carboxamide C(C)(C)(C)N1N=NC(=C1)C(=O)NCC1=C(C=C(C=C1)C1=NC=NN2C1=CC(=C2)C=2C=NN(C2)C)C(F)F